1,2,3,4-tetrabromobenzene BrC1=C(C(=C(C=C1)Br)Br)Br